OCCCCCCCCCC#CC1=CC2=C(N(C(N2C)=O)C2C(NC(CC2)=O)=O)C=C1 3-(5-(11-hydroxyundec-1-yn-1-yl)-3-methyl-2-oxo-2,3-dihydro-1H-benzo[d]imidazol-1-yl)piperidine-2,6-dione